BrC=1C(=NC(=NC1)NC1=C(C=C(C(=C1)C)N1CCC(CC1)N1CCN(CC1)C)OC)N(C1=CC2=C(CCO2)C=C1N(S(=O)(=O)C)C)C N-(6-((5-bromo-2-((2-methoxy-5-methyl-4-(4-(4-methylpiperazin-1-yl)piperidine-1-yl)phenyl)amino)pyrimidin-4-yl)(methyl)amino)-2,3-dihydrobenzofuran-5-yl)-N-methylmethanesulfonamide